3-(5-(6-(4-cyano-2-fluorophenyl)-4-isopropylamino-5-nitropyridin-3-yl)-1,3,4-thiadiazol-2-yl)-3,8-diazabicyclo[3.2.1]octane-8-carboxylic acid tert-butyl ester C(C)(C)(C)OC(=O)N1C2CN(CC1CC2)C=2SC(=NN2)C=2C=NC(=C(C2NC(C)C)[N+](=O)[O-])C2=C(C=C(C=C2)C#N)F